BrC1=CN2C(S1)=NC(=C2)C(=O)OCC ethyl 2-bromoimidazo[2,1-b]thiazole-6-carboxylate